CC1=C2CC[C@@]3(CCC=C([C@H]3C[C@@H](C2(C)C)CC1)C)C Taxadiene